C(C)(=O)O.C(CCCCCCCCC)N1CN(C=C1)C 1-decyl-3-methyl-imidazole acetate